[N].N1[C@@H](C[C@@H](O)C1)C(=O)O Hydroxyproline nitrogen